ClC=1N=C(C2=C(N1)CCN(C2)C([2H])([2H])[2H])OC2=NC=1C=CC3=C(C1N=C2)C2=C(S3)C(N[C@@H](CN2)C)=O (R)-3-((2-chloro-6-(methyl-d3)-5,6,7,8-tetrahydropyrido[4,3-d]pyrimidin-4-yl)oxy)-10-methyl-9,10,11,12-tetrahydro-8H-[1,4]diazepino[5',6':4,5]thieno[3,2-f]quinoxalin-8-one